COC(CCC(C#N)C1=CC=CC2=C1C=C(O2)C#CCNC(=O)OC(C)(C)C)=O.C(C)(C)(C)OC(=O)NCC#CC=2OC1=C(C2)C(=CC=C1)C(CCC(=O)OC)C#N methyl 4-(2-(3-((tert-butoxycarbonyl)amino)prop-1-yn-1-yl)benzofuran-4-yl)-4-cyanobutanoate methyl-4-(2-(3-((tert-butoxycarbonyl)amino)prop-1-yn-1-yl)benzofuran-4-yl)-4-cyanobutanoate